(3-methyl-2-oxo-5-((trimethylsilyl)ethynyl)-2,3-dihydro-1H-benzo[d]imidazol-1-yl)piperidine-2,6-dione CN1C(N(C2=C1C=C(C=C2)C#C[Si](C)(C)C)N2C(CCCC2=O)=O)=O